COC1=C2C=C(NC2=CC=C1)C(=O)N[C@H](C(=O)N[C@@H](C[C@H]1C(NCC1)=O)C(COP1(OCCC(O1)C1=CC=CC=C1)=O)=O)CC(C)C 4-methoxy-N-[(2S)-4-methyl-1-({(2S)-4-[(2-oxido-4-phenyl-1,3,2-dioxaphosphinan-2-yl)oxy]-3-oxo-1-[(3S)-2-oxopyrrolidin-3-yl]butan-2-yl}amino)-1-oxopentan-2-yl]-1H-indole-2-carboxamide